C1(=CC=CC=C1)CC(=O)OCCC1=CC=CC=C1 benzeneacetic acid, 2-phenylethyl ester